OCCCN1N=CC=2C(=NN=C(C21)O)C2=C(C=C(C=C2)C(F)(F)F)OC 1-(3-hydroxypropyl)-4-[2-methoxy-4-(trifluoromethyl)phenyl]pyrazolo[4,3-d][1,2]diazin-7-ol